(S)-2-amino-3-((S)-2-oxopyrrolidin-3-yl)propionitrile N[C@H](C#N)C[C@H]1C(NCC1)=O